C(C)C=1SC2=C(C1)C=CC=C2 2-Ethyl-Benzothiophene